sodium (S)-3-(3-(1-methyl-4-oxido-2-oxo-1,2-dihydropyridin-3-yl)ureido)-3-(5-(2-methylbenzyl) thiophen-2-yl)propanoate CN1C(C(=C(C=C1)[O-])NC(N[C@@H](CC(=O)[O-])C=1SC(=CC1)CC1=C(C=CC=C1)C)=O)=O.[Na+].[Na+]